O=C1NC2(CN(C2)C(=O)N2CC3(C2)CC(C3)NS(=O)(=O)C3=CC(=CC=C3)C(F)(F)F)CC1 N-[2-(6-keto-2,5-diazaspiro[3.4]octane-2-carbonyl)-2-azaspiro[3.3]heptan-6-yl]-3-(trifluoromethyl)benzenesulfonamide